1,15-bis(Hexylthio)-8-hydroxypentadecane-2,14-diyl bis(3-cyclohexylpropanoate) C1(CCCCC1)CCC(=O)OC(CSCCCCCC)CCCCCC(CCCCCC(CSCCCCCC)OC(CCC1CCCCC1)=O)O